BrC=1C=C2C=C(NC2=CC1)C1=CC(=CC=C1)C(C)(C)C 5-bromo-2-(3-(tert-butyl)phenyl)-1H-indole